COC1=C(C=CC(=C1)[N+](=O)[O-])C=1CCN(CC1)C 4-(2-methoxy-4-nitrophenyl)-1-methyl-1,2,3,6-tetrahydropyridine